C(C)OC(\C=C(/C)\[C@@H]1CC[C@H](CC1)NC(=O)OC(C)(C)C)=O (E)-3-(trans-4-((tert-butoxycarbonyl)amino)cyclohexyl)-2-butenoic acid ethyl ester